C(C)OC(C(=O)O)CS.C(C)OC(C(=O)O)CS.C1=CC=CC=2C3=CC=CC=C3CC12 fluorene bis(ethoxy-3-mercaptopropionate)